C(C1=CC=CC=C1)OC1=C(CC2=CN=C3C(=NC(=NN32)OC[C@H]3N(CCC3)C)O)C(=CC=C1)F (S)-7-(2-(benzyloxy)-6-fluorobenzyl)-2-((1-methylpyrrolidin-2-yl)methoxy)imidazo[2,1-f][1,2,4]triazin-4-ol